C(C1=CC=CC=C1)OC(=O)N1CC(CCC1)(C=O)NC(=O)OC(C)(C)C 3-((tert-butoxycarbonyl)amino)-3-formylpiperidine-1-carboxylic acid benzyl ester